hexadecadecene C=C=C=C=C=C=C=C=C=C=CCCCCC